FC1(C[C@H]2N(C=3N=CC(=CC13)C(F)(F)F)CCN(C2)C(CCOCCC)=O)F (S)-1-(3-((R)-5,5-difluoro-3-(trifluoromethyl)-5,6,6a,7,9,10-hexahydro-8H-pyrazino[1,2-a][1,8]naphthyridin-8-yl)-3-oxopropoxy)propane